N-(2-(pyridin-3-yl)-1H-pyrrolo[3,2-c]pyridin-6-yl)cyclopropanecarboxamide methyl-4-(3-aminopropyl)-3-thiophenecarboxylate COC(=O)C1=CSC=C1CCCN.N1=CC(=CC=C1)C1=CC=2C=NC(=CC2N1)NC(=O)C1CC1